COC=1C=C2C(=NC=NC2=CC1OC)N=S1(CCN(CC1)C(=O)N)=O 1-[(6,7-dimethoxyquinazolin-4-yl)imino]-1-oxo-1λ6-thiomorpholine-4-carboxamide